(2S)-N-{2-[(4-{N-[(7S)-4-Fluorobicyclo[4.2.0]octa-1,3,5-trien-7-yl]-N'-hydroxycarbamimidoyl}-1,2,5-oxadiazol-3-yl)oxy]ethyl}-2,3-dihydroxypropanamid FC1=CC=C2C[C@@H](C2=C1)NC(=NO)C=1C(=NON1)OCCNC([C@H](CO)O)=O